(rac)-benzyl 3-[7-(4-piperidyl)-3H-imidazo[4,5-b]pyridin-2-yl]pyrrolidine-1-carboxylate, hydrochloride Cl.N1CCC(CC1)C1=C2C(=NC=C1)NC(=N2)[C@H]2CN(CC2)C(=O)OCC2=CC=CC=C2 |r|